BrC1=C(C=NC=C1)N1N(CN=C1C(=O)C1=CC=CC=C1)C(C(F)(F)F)(F)F (1-(4-bromopyridin-3-yl)-2-(pentafluoroethyl)-1,2,4-triazol-5-yl)(phenyl)methanone